C(C)[C@H]1OC2=C(CN(C1)C(=O)OC(C)(C)C)C=C1C(=C2)OC(O1)(F)F tert-butyl (R)-6-ethyl-2,2-difluoro-6,7-dihydro-[1,3]dioxolo[4',5':4,5]benzo[1,2-f][1,4]oxazepine-8(9H)-carboxylate